C(C1=CC=CC=C1)OC1=C(C=C(C=C1)C(CC(=O)OCC)=O)OC ethyl 3-[4-(benzyloxy)-3-methoxyphenyl]-3-oxopropionate